2-(1-(4-methoxybenzoyl)-2,3-dihydro-1H-pyrrolo[2,3-c]pyridin-4-yl)benzofuran-5-carbonitrile COC1=CC=C(C(=O)N2CCC=3C2=CN=CC3C=3OC2=C(C3)C=C(C=C2)C#N)C=C1